BrC=1C=C(C=NC1)C=1C=NC(=NC1)Cl 5-(5-bromo-3-pyridinyl)-2-chloro-pyrimidine